stibole [SbH]1C=CC=C1